C(C)OC=1C=2N(C=C(N1)C(=O)OC1=CC=CC=C1)C=C(N2)C2COCCC2 phenyl 8-ethoxy-2-tetrahydropyran-3-yl-imidazo[1,2-a]pyrazine-6-carboxylate